C(CCCCCCC\C=C/C\C=C/CCCCC)(=O)N(C(=O)C(C)CN(C)C)C(CCCCCCC\C=C/C\C=C/CCCCC)=O 2-Dilinoleoylcarbamyl-3-dimethylaminopropane